2-{1-[(5-Methylthiophen-2-yl)methyl]-5-oxopyrrolidin-2-yl}-2-oxoacetic Acid CC1=CC=C(S1)CN1C(CCC1=O)C(C(=O)O)=O